C[Si](C)(C)C(=C)S(=O)(=O)O.C(=C)S(=O)(=O)O[Si](C)(C)C trimethylsilyl ethenesulfonate (trimethylsilyl ethenesulfonate)